ICCC=1C=CC(=NC1)N1CCN(CC1)C(=O)OC(C)(C)C tert-Butyl 4-(5-(2-iodoethyl)pyridin-2-yl)piperazine-1-carboxylate